C(C)(C)(C)OC(=O)N1CCN(CC1)C=1C=CC(=C2C=CN(C12)C(=O)OC(C)(C)C)N1C(NC(CC1)=O)=O tert-butyl 7-(4-(tert-butoxycarbonyl)piperazin-1-yl)-4-(2,4-dioxotetrahydropyrimidin-1(2H)-yl)-1H-indole-1-carboxylate